COC1=C(C=C(C=C1)OC)C(C(C(=O)N)C)O 3-(2,5-dimethoxyphenyl)-3-hydroxy-2-methylpropionamide